9-bromo-10-(4-(naphthalen-1-yl)phenyl)anthracene BrC=1C2=CC=CC=C2C(=C2C=CC=CC12)C1=CC=C(C=C1)C1=CC=CC2=CC=CC=C12